C(C1=CC=CC=C1)SC1=CC(=C(C=C1)NC1=NC=C(C(=N1)C1CCC(CC1)(O)C)C(F)(F)F)C (1s,4s)-4-(2-((4-(benzylthio)-2-methylphenyl)amino)-5-(trifluoromethyl)pyrimidin-4-yl)-1-methylcyclohexan-1-ol